N-(2,2'-dichloro-3'-(6-methoxy-5-((oxetan-3-ylamino)methyl)pyrazin-2-yl)-[1,1'-biphenyl]-3-yl)-1,5-dimethyl-4,5,6,7-tetrahydro-1H-imidazo[4,5-c]pyridine-2-carboxamide ClC1=C(C=CC=C1NC(=O)C=1N(C2=C(CN(CC2)C)N1)C)C1=C(C(=CC=C1)C1=NC(=C(N=C1)CNC1COC1)OC)Cl